FC1=C(C(=CC=2N(C=NC21)C)C(=O)N2CC(C2)(O)C2NCCCC2)NC2=C(C=C(C=C2)I)F 1-({4-fluoro-5-[(2-fluoro-4-iodophenyl)amino]-1-methyl-1H-benzimidazol-6-yl}carbonyl)-3-piperidin-2-ylazetidin-3-ol